3-(4,4-Dimethyl-cyclohex-1-en-1-yl)propanal CC1(CC=C(CC1)CCC=O)C